C1(CC1)C1=C(N=CC(=N1)C1=CNC2=C(C=CC=C12)C#N)OCC(C)(C)O 3-[6-cyclopropyl-5-(2-hydroxy-2-methylpropoxy)pyrazin-2-yl]-1H-indole-7-carbonitrile